F[B-](F)(F)F.CC1=C(C(=CC(=C1)C)C)N1C(=[N+](C=C1)C1=C(C=C(C=C1C)C)C)I 1,3-bis-(2,4,6-trimethylphenyl)-2-iodoimidazolium tetrafluoroborate